butyl-piperidine bis(trifluoromethanesulfonyl)imide salt [N-](S(=O)(=O)C(F)(F)F)S(=O)(=O)C(F)(F)F.C(CCC)N1CCCCC1